BrC1=CC(=C(C(=O)N)C(=C1)F)NC1CC1 4-bromo-2-(cyclopropylamino)-6-fluorobenzamide